tert-butyl (6R)-5-benzyl-6,7-dihydro-4H-pyrazolo[1,5-a]pyrazine-6-carboxylate C(C1=CC=CC=C1)N1CC=2N(C[C@@H]1C(=O)OC(C)(C)C)N=CC2